NCC#CC1=CC(=C(OCCCC2=C(N=C(S2)C2CCC3=C(N=NC(=C3C)NC=3SC4=C(N3)C=CC=C4)N2)C(=O)OC)C=C1)F methyl 5-[3-[4-(3-aminoprop-1-ynyl)-2-fluoro-phenoxy]propyl]-2-[3-(1,3-benzothiazol-2-ylamino)-4-methyl-6,7-dihydro-5H-pyrido[2,3-c]pyridazin-7-yl]thiazole-4-carboxylate